methyl 2-(7-azabenzo[de]anthracen-7-yl)benzoate C1=CC=C2C=CC=C3N(C=4C=CC=CC4C1=C23)C2=C(C(=O)OC)C=CC=C2